NC1=C(C=NN1CC1=CC=NC=C1)C(=O)N1C[C@@]2(CCC1)C1=C(NC(O2)=O)C=CC(=C1F)Cl (R)-1'-(5-Amino-1-(pyridin-4-ylmethyl)-1H-pyrazole-4-carbonyl)-6-chloro-5-fluorospiro[benzo[d][1,3]oxazine-4,3'-piperidin]-2(1H)-one